BrC1=C2C=C(C(N(C2=CC=C1)C)=O)C(=O)OCC ethyl 5-bromo-1-methyl-2-oxo-quinoline-3-carboxylate